FC=1C=C(C[C@@H]2N(OCC2)C2=CC(=NC=N2)NC=2C(=CC(=C(C2)NC(C=C)=O)N2CCC(CC2)N2CCOCC2)OC)C=CC1 N-(5-((6-((S)-3-(3-fluorobenzyl)isoxazolidine-2-yl)pyrimidine-4-yl)amino)-4-methoxy-2-(4-morpholinopiperidine-1-yl)phenyl)acrylamide